BrC=1C=C(C=CC1)C1(COC1)C(C=1N(C=C(N1)F)C)F 2-((3-(3-bromophenyl)oxetan-3-yl)fluoromethyl)-4-fluoro-1-methyl-1H-imidazole